CN1CCN(CC1)C1=NC=C(C(=N1)N)C1=C(C(=CC(=C1)Cl)Cl)Cl 2-(4-methylpiperazin-1-yl)-5-(2,3,5-trichlorophenyl)-pyrimidin-4-amine